[Na].C1OC=2SC=CC2OC1 (ethylenedioxythiophene) sodium